N1=CC=CC(CC1=O)=O Azepine-5,7(6H)-dione